O[C@@H]1CN(CC1)CC1=CC(=NC=C1)C=1C=C2CN(C(C2=CC1)=O)C1C(NC(CC1)=O)=O 3-(5-(4-(((S)-3-hydroxypyrrolidin-1-yl)methyl)pyridin-2-yl)-1-oxoisoindolin-2-yl)piperidine-2,6-dione